C1(=CC=CC=C1)C=1SC(=CN1)C1=CC=CC=C1 2,5-diphenylthiazole